COC(C1=C(C=C(C=C1)C1NCCC(C1)OC)NC)=O.ClC1=C(C(=CC(=C1)C(F)(F)F)OCC=C)I 1-chloro-2-iodo-3-(prop-2-en-1-yloxy)-5-(trifluoromethyl)benzene Methyl-4-(4-methoxypiperidin-2-yl)-2-(methylamino)benzoate